FC1(CCC(CC1)NC1=CC(=NC(=N1)C=1SC=C(N1)C)C(C#N)C)F 2-(6-((4,4-difluorocyclohexyl)amino)-2-(4-methylthiazol-2-yl)pyrimidin-4-yl)propanenitrile